((1r,3r)-3-((5-(3-fluoroimidazo[1,2-a]pyridin-6-yl)-4-methoxy-7H-pyrrolo[2,3-d]pyrimidin-2-yl)amino)-1-methylcyclobutyl)(pyrrolidin-1-yl)methanone FC1=CN=C2N1C=C(C=C2)C2=CNC=1N=C(N=C(C12)OC)NC1CC(C1)(C)C(=O)N1CCCC1